Methyl 4-[1-cyclopropyl-4-(trifluoromethyl)imidazol-2-yl]-3-fluoro-benzoate C1(CC1)N1C(=NC(=C1)C(F)(F)F)C1=C(C=C(C(=O)OC)C=C1)F